ethyl 2-methyl-5-((5-methylisoxazol-3-yl)methoxy)benzofuran-3-carboxylate CC=1OC2=C(C1C(=O)OCC)C=C(C=C2)OCC2=NOC(=C2)C